N-[2-(2-aminoethylamino)-2-oxo-ethyl]-4-[[3-[1-(cyanomethyl)-3-(trifluoromethyl)pyrazol-4-yl]imidazo[1,2-a]pyrazin-8-yl]amino]-2-ethyl-benzamide NCCNC(CNC(C1=C(C=C(C=C1)NC=1C=2N(C=CN1)C(=CN2)C=2C(=NN(C2)CC#N)C(F)(F)F)CC)=O)=O